Tert-butyl 5-bromo-3',6'-dihydro-[2,4'-bipyridine]-1'(2'H)-carboxylate tert-butyl-5-bromo-3',6'-dihydro-[2,4'-bipyridine]-1'(2'H)-carboxylate C(C)(C)(C)OC(=O)N1CCC(=CC1)C1=NC=C(C=C1)Br.BrC=1C=CC(=NC1)C=1CCN(CC1)C(=O)OC(C)(C)C